(E)-N'-[4-(1,3-dimethyl-1H-pyrazole-5-oxy)-2,5-dimethylphenyl]-N-ethyl-N-methylformamidine CN1N=C(C=C1OC1=CC(=C(C=C1C)/N=C/N(C)CC)C)C